ClC1=NC(=CC=C1OC(C)O)I ((2-chloro-6-iodopyridin-3-yl)oxy)ethan-1-ol